C(C)(=O)NC1=CN(C2=CC=C(C=C12)O[C@@H]1C[C@H](C1)C1=CC=C(C=C1)C(F)(F)F)C(=O)OC(C)(C)C tert-Butyl 3-acetamido-5-(trans-3-(4-(trifluoromethyl)phenyl)cyclobutoxy)-1H-indole-1-carboxylate